C[C@H]1CN2C(C=3N1C(=NC3)[C@@](C(F)(F)F)(C)O)=CC(=N2)C23CCC(C2)(C3)C=O 4-((S)-5-methyl-3-((R)-1,1,1-trifluoro-2-hydroxypropan-2-yl)-5,6-dihydroimidazo[1,5-a]pyrazolo[5,1-c]pyrazin-9-yl)bicyclo[2.1.1]hexane-1-carbaldehyde